ClC1=CC(=CC2=C1N(C(=N2)NC2=CNC1=CC=C(C=C21)Cl)C)C(F)(F)F 7-Chloro-N-(5-chloro-1H-indol-3-yl)-1-methyl-5-(trifluoromethyl)-1H-benzo[d]imidazol-2-amine